e-hexane-1,3-diol C(CC(CCC)O)O